methyl (2E)-3-{5-[2-(4-{4-[7-(hydroxycarbamoyl)heptanoyl]piperazin-1-yl}phenyl)ethynyl]pyridin-2-yl}prop-2-enoate ONC(=O)CCCCCCC(=O)N1CCN(CC1)C1=CC=C(C=C1)C#CC=1C=CC(=NC1)/C=C/C(=O)OC